2-chloro-2-(2,6-difluorophenyl)-1-ethyl-4,5-dihydro-[3,3'-bipyridin]-6(1H)-one ClC1(N(C(CCC1C=1C=NC=CC1)=O)CC)C1=C(C=CC=C1F)F